CC(C(=O)O)OP(=O)(O)O The molecule is the phosphoric acid monoester resulting from formal condensation of the alcohol group of lactic acid with phosphoric acid.